OC1=NC(=NC=C1C(=O)N)N1CC2C(C2C1)NCC1=NC2=CC=C(C=C2C=C1)F hydroxy-2-{6-[(6-fluoro-quinolin-2-ylmethyl)-amino]-3-aza-bicyclo[3.1.0]hex-3-yl}pyrimidine-5-carboxamide